(4-(2-methyl-1-phenyl-1H-benzimidazol-5-yl)phenyl)-3-(2-(pyrrolidin-1-yl)ethyl)urea CC1=NC2=C(N1C1=CC=CC=C1)C=CC(=C2)C2=CC=C(C=C2)NC(=O)NCCN2CCCC2